diazaspiro[3.5]nonan N1NCC12CCCCC2